(1aR,5aR)-2-(2,4-Difluoro-phenyl)-1a,2,5,5a-tetrahydro-1H-2,3-diaza-cyclopropa[a]pentalene-4-carboxylic acid (3S)-(1-aza-bicyclo[2.2.2]oct-3-yl)-amide N12C[C@H](C(CC1)CC2)NC(=O)C=2C=1C[C@@H]3[C@H](C1N(N2)C2=C(C=C(C=C2)F)F)C3